1-((1R,5S)-3-oxa-7,9-diazabicyclo[3.3.1]nonan-9-yl)-3,3-dimethylbutan-1-one hydrochloride Cl.[C@H]12COC[C@H](CNC1)N2C(CC(C)(C)C)=O